ClC=1C=C2C=NN(C2=CC1N1CCN(CC1)C1(COC1)C)C=1C=NN(C1)C1=NC=C(C(=N1)N(C)C)F 2-(4-{5-chloro-6-[4-(3-methyloxetan-3-yl)piperazin-1-yl]-1H-indazol-1-yl}-1H-pyrazol-1-yl)-5-fluoro-N,N-dimethylpyrimidin-4-amine